(S)-2-(3-(3-((4-ethyl-4H-1,2,4-triazol-3-yl)fluoromethyl)oxetan-3-yl)phenyl)-4-(trifluoro-methyl)isoindolin-1-one C(C)N1C(=NN=C1)[C@H](C1(COC1)C=1C=C(C=CC1)N1C(C2=CC=CC(=C2C1)C(F)(F)F)=O)F